C(#N)CCNC(=O)NC1=CC=C(C=C1)[N+](=O)[O-] 1-(2-cyanoethyl)-3-(4-nitrophenyl)urea